(2S,3R)-1-CYCLOPROPYL-N,N-BIS(4-METHOXYBENZYL)-3-METHYL-5-HEXENE-2-SULFONAMIDE C1(CC1)C[C@@H]([C@@H](CC=C)C)S(=O)(=O)N(CC1=CC=C(C=C1)OC)CC1=CC=C(C=C1)OC